(3aR,6aS)-1,3-dibenzyl-6-hydroxy-6-butyl-tetrahydrothieno[3,4-D]imidazole C(C1=CC=CC=C1)N1CN([C@@H]2[C@H]1C(SC2)(CCCC)O)CC2=CC=CC=C2